COC(=O)C=1C=C2C(=C[N+](CC2=CC1)=O)C 6-(methoxycarbonyl)-4-methyl-2-oxo-1,2-dihydroisoquinolin-2-ium